Cl.N1=C(C(=CC=C1)N)N 2,3-PYRIDINEDIAMINE HCL